[NH4+].O=C(C(=O)[O-])CCC(=O)[O-].[NH4+] alpha-ketoglutarate ammonium salt